C(C)(C)(C)OC(=O)N1CC(OCC1)C(N(C)C)=O 2-(Dimethylcarbamoyl)morpholine-4-carboxylic acid tert-butyl ester